C1(CCCCC1)C1NCCC2=CC=CC=C12 1-cyclohexyl-1,2,3,4-tetrahydroisoquinoline